[C@@H]12CN(CC(OC1)C2)CC2=CC(=C1CN(C(C1=C2)=O)C=2C=C(C=CC2)C2(CC(C2)C#N)CC2=NN=CN2C)C(F)(F)F (1r,3r)-3-(3-(6-((6-oxa-3-azabicyclo[3.2.1]oct-3-yl)methyl)-1-oxo-4-(trifluoromethyl)isoindolin-2-yl)phenyl)-3-((4-methyl-4H-1,2,4-triazol-3-yl)methyl)cyclobutane-1-carbonitrile